5-(4-propylbenzoyl)amino-3-(1-(tert-butyl)-1,2,3,6-tetrahydropyridin-4-yl)-1H-indole C(CC)C1=CC=C(C(=O)NC=2C=C3C(=CNC3=CC2)C=2CCN(CC2)C(C)(C)C)C=C1